cis-3-caranol [C@H]12CC(CC[C@H]1C2(C)C)(C)O